BrC1=C2CCN(C2=CC=C1)C(CNC1=C(C=CC(=C1)C1=NC(=NS1)CC)C)=O 1-(4-bromoindolin-1-yl)-2-((5-(3-ethyl-1,2,4-thiadiazol-5-yl)-2-methylphenyl)amino)ethan-1-one